(2-methylphenyl)sydnone CC1=C(C=CC=C1)[N+]=1[N-]OC(C1)=O